[Cl-].C(C)[N+](CCCCCCCCCCCCCC)(C1=CC=CC2=CC=CC=C12)C ethyl-methyl-naphthyl-tetradecyl-ammonium chloride